(7-methyl-2-(5-(trifluoromethyl)-1,2,4-oxadiazol-3-yl)-4,7-dihydrothieno[2,3-c]pyridin-6(5H)-yl)(pyridin-4-yl)methanone CC1N(CCC2=C1SC(=C2)C2=NOC(=N2)C(F)(F)F)C(=O)C2=CC=NC=C2